O1NC(C2=C1C=CC=C2)=O benzo[d]isoxazol-3(2H)-one